3-chloro-6-[(1R)-2,2-difluorocyclopropyl]-2-[(2-fluorophenyl)methyl]pyrazolo[3,4-d]pyridazin-7-one ClC=1N(N=C2C(N(N=CC21)[C@H]2C(C2)(F)F)=O)CC2=C(C=CC=C2)F